[Ce].[Al].[Ni].[Zn].FC(C)(F)C1=NC=CC(=C1)OCCOC 2-(1,1-Difluoroethyl)-4-(2-methoxyethoxy)pyridine zinc nickel aluminum cerium salt